C(CCC)N(C([C@H](NC(CCCCCCCCCCC)=O)CCC(=O)O)=O)CCCC N-lauroyl-D-glutamic acid di-n-butylamide